4-ethylselenothiothiophene C(C)[Se]SC=1C=CSC1